(Z)-N,N-bis(2-hydroxyethyl)-N-methyldocos-13-en-1-aminium OCC[N+](CCCCCCCCCCCC\C=C/CCCCCCCC)(C)CCO